COC=1C(=C(C(=CC1)C)NC(=O)C1=CN=C(S1)NC1=NNC=C1C)C N-(3-methoxy-2,6-dimethyl-phenyl)-2-[(4-methyl-1H-pyrazol-3-yl)amino]thiazole-5-carboxamide